(S)-4-(2-(2-((5-chloro-2-(1H-tetrazol-1-yl)phenyl)amino)-2-oxoacetamido)-3-methoxypropionamido)benzoic acid ClC=1C=CC(=C(C1)NC(C(=O)N[C@H](C(=O)NC1=CC=C(C(=O)O)C=C1)COC)=O)N1N=NN=C1